β-D-arabino-2-Hexulofuranosononitrile C([C@]1(O)[C@@H](O)[C@H](O)[C@H](O1)CO)#N